6-benzyl-2,3,5,6,6a,10b-hexahydroindeno[1,2-b:3,2-b']dipyrrole-1(4H)-carboxylic acid tert-butyl ester C(C)(C)(C)OC(=O)N1C2C3=CC=CC=C3C3N(CCC32CC1)CC1=CC=CC=C1